(3R)-3-(((5R)-2-chloro-5-oxo-6,7-dihydrothieno[3,2-d]pyrimidin-4-yl)amino)pyrrolidine-1-carboxylic acid methyl ester COC(=O)N1C[C@@H](CC1)NC=1C2=C(N=C(N1)Cl)CC[S@]2=O